COC1=C(C(=CC=C1)OC)N1C(=NN=C1C=1C=NC=C(C1)C)NS(=O)(=O)C(C(C1=NC=C(C=N1)C)OCC)C N-(4-(2,6-dimethoxyphenyl)-5-(5-methyl-3-pyridinyl)-4H-1,2,4-triazol-3-yl)-1-ethoxy-1-(5-methyl-2-pyrimidinyl)-2-propanesulfonamide